N1=CC=C(C=C1)C=1SC2=C(N1)C=CC=C2 2-(4-pyridyl)benzothiazole